CC1=NC(=CC=C1B(O)O)C1=C(C(=C(C(=C1F)F)F)F)F 2-METHYL-6-(PERFLUOROPHENYL)PYRIDINE-3-BORONIC ACID